C1(CC1)C(=O)NC1=CC=C(C=N1)C1(CCN(CC1)C(=O)OC(C)(C)C)C Tert-Butyl 4-(6-(cyclopropanecarboxamido)pyridin-3-yl)-4-methylpiperidine-1-carboxylate